5-(2-((5-(4-Ethylpiperazin-1-yl)pyridin-2-yl)amino)-5-fluoropyrimidin-4-yl)-N,4-dimethylthiazol-2-amine C(C)N1CCN(CC1)C=1C=CC(=NC1)NC1=NC=C(C(=N1)C1=C(N=C(S1)NC)C)F